COC(CNCC=1C=NC2=C(N=CC=C2C1)Cl)=O ((8-chloro-1,7-naphthyridin-3-yl)methyl)glycine methyl ester